3-[4-(2-chloro-4-fluoro-benzoyl)-2-methyl-piperazin-1-yl]-N-(3-fluoropropyl)-4-methoxy-benzenesulfonamide ClC1=C(C(=O)N2CC(N(CC2)C=2C=C(C=CC2OC)S(=O)(=O)NCCCF)C)C=CC(=C1)F